(e)-3-(3-(2,6-dioxopiperidin-3-yl)-2-methylquinolin-7-yl)acrylic acid O=C1NC(CCC1C=1C(=NC2=CC(=CC=C2C1)/C=C/C(=O)O)C)=O